BrC=1C=C2C(=NN(C2=CC1)[C@@H]1COCC1)COC1=C(C=CC=C1)CC(=O)OCC (S)-ethyl 2-(2-((5-bromo-1-(tetrahydrofuran-3-yl)-1H-indazol-3-yl)methoxy)phenyl)acetate